1-(3,4-dichlorophenyl)cyclobutane-1-carbonitrile ClC=1C=C(C=CC1Cl)C1(CCC1)C#N